1-[(6-chloro-1H-benzimidazol-2-yl)methylamino]pyrrolidin-2-one ClC=1C=CC2=C(NC(=N2)CNN2C(CCC2)=O)C1